zinc tetramethylporphyrin CC1=C2C=CC(C(=C3C=CC(=C(C=4C=CC(=C(C5=CC=C1N5)C)N4)C)N3)C)=N2.[Zn]